2-oxo-1,2,5,6,7,8-hexahydro-1,6-naphthyridine-6-carboxylate O=C1NC=2CCN(CC2C=C1)C(=O)[O-]